C=1(C(=CC(=C(C1)N)C)N)C p-xylene-2,5-diamine